ClC=1C=C(C=CC1F)NC(N(CC1=NNC=2CCCCC12)C1=CNC(C=C1)=O)=O (3-Chloro-4-fluorophenyl)-1-(6-oxo-1,6-dihydropyridin-3-yl)-1-((4,5,6,7-tetrahydro-1H-indazol-3-yl)methyl)urea